3,5-diethylthiophene-2-amine hydrochloride Cl.C(C)C1=C(SC(=C1)CC)N